NC=1N=CC(=NC1OCC1=C(C(=CC=C1)F)C(F)(F)F)C=1C=C(C(=O)O)C=CC1 3-[5-amino-6-(3-fluoro-2-trifluoromethyl-benzyloxy)-pyrazin-2-yl]-benzoic acid